C(C)(C)(C)OC(=O)N1CC2(C1)CC(C2)I.COC(OC)[SiH2]C(C)C2=CC(=CC=C2)CC[SiH2]C(OC)OC 1-[1-(dimethoxymethylsilyl)ethyl]-3-[2-(dimethoxymethylsilyl)ethyl]benzene tert-Butyl-6-iodo-2-azaspiro[3.3]heptane-2-carboxylate